C(C)(C)(C)OC(=O)N1C[C@@H](N(CC1)C1=CC2=C(N=C(N=C2Cl)C)C=N1)C (S)-4-(4-chloro-2-methylpyrido[3,4-d]pyrimidin-6-yl)-3-methylpiperazine-1-carboxylic acid tert-butyl ester